N1-((S)-4-methyl-1-oxo-1-(((S)-3-oxo-1-((S)-2-oxopyrrolidin-3-yl)-4-(trifluoromethoxy)butan-2-yl)amino)pentan-2-yl)-N2-(o-tolyl)oxalamide CC(C[C@@H](C(N[C@@H](C[C@H]1C(NCC1)=O)C(COC(F)(F)F)=O)=O)NC(C(=O)NC1=C(C=CC=C1)C)=O)C